ethyl 2-(3-chloro-4-fluoro-anilino)acetate ClC=1C=C(NCC(=O)OCC)C=CC1F